BrC1=CC=C2C=3C=CC(=CC3C(C2=C1)(C)C)P=O (7-bromo-9,9-dimethylfluoren-2-yl)phosphorus oxide